1-(3-(4-(5-(2,3-dihydro-1H-inden-4-yl)-6-methoxy-1H-pyrazolo[4,3-b]pyridin-3-yl)-1H-pyrazol-1-yl)azetidine-1-carbonyl)cyclopropane-1-carbonitrile C1CCC2=C(C=CC=C12)C1=C(C=C2C(=N1)C(=NN2)C=2C=NN(C2)C2CN(C2)C(=O)C2(CC2)C#N)OC